4,5-dibromo-1-methyl-triazole CN1C(=C(N=N1)Br)Br